N-(pyridin-3-yl)-8-(2-(2,2,2-trifluoroethoxy)phenyl)-6-(trifluoromethyl)imidazo[1,2-a]pyridine-2-carboxamide N1=CC(=CC=C1)NC(=O)C=1N=C2N(C=C(C=C2C2=C(C=CC=C2)OCC(F)(F)F)C(F)(F)F)C1